FC(C(=O)[O-])(F)F.C(=O)(O)C1[NH2+]CCC(C1)(F)F 2-carboxy-4,4-difluoropiperidinium trifluoroacetate